ClC=1C=C2C=C(NC2=CC1C1=CC2=C(C=N1)OCCO2)CNC(C)=O N-((5-chloro-6-(2,3-dihydro-[1,4]dioxino[2,3-c]pyridin-7-yl)-1H-indol-2-yl)methyl)acetamide